NC[C@H](CC(=O)O)C[C@H](C)OCC (3s,5s)-3-aminomethyl-5-ethoxy-hexanoic acid